cerium-cerium [Ce].[Ce]